FC=1C(=NC(=NC1)NC1=NC=C(C=N1)C(=O)N1CCN(CC1)C)C1=CC2=C(N=C3N2C(CCC3)C)C(=C1)F (2-((5-Fluoro-4-(6-fluoro-1-methyl-1,2,3,4-tetrahydrobenzo[4,5]imidazo[1,2-a]pyridin-8-yl)pyrimidin-2-yl)amino)pyrimidin-5-yl)(4-methylpiperazin-1-yl)methanon